ClC1=CC(=NN1C1(CC1)C(=O)O)C 1-(5-chloro-3-methyl-1H-pyrazol-1-yl)cyclopropane-1-carboxylic acid